tert-Butyl 4-hydroxy-4-(2-oxo-3H-1,3-benzoxazol-7-yl)piperidine-1-carboxylate OC1(CCN(CC1)C(=O)OC(C)(C)C)C1=CC=CC=2NC(OC21)=O